COC1=CC=C(C=C1)SC1=C(C(=O)O)C=CC=C1 2-(4-methoxyphenylthio)benzoic acid